NC1=C(C=C(C=C1)C(C(=O)OC)(C)C)I methyl 2-(4-amino-3-iodophenyl)-2-methylpropanoate